FC(C(=O)N[C@@H]1CCC2=CC(=CC=C12)C1=NOC(=N1)C(C)C)F (R)-2,2-difluoro-N-(5-(5-isopropyl-1,2,4-oxadiazol-3-yl)-2,3-dihydro-1H-inden-1-yl)acetamide